(5-cyclopentyl-3-fluoro-2-pyridyl)-2-[1-[2-[2-(methylamino)ethoxy]ethyl]tetrazol-5-yl]sulfanyl-5-nitro-benzamide C1(CCCC1)C=1C=C(C(=NC1)C=1C(=C(C(=O)N)C=C(C1)[N+](=O)[O-])SC1=NN=NN1CCOCCNC)F